COC(=O)C=1C=C(C=NC1)C1=CC=C2CC3(CCN(CC3)C(=O)OC(C)(C)C)OC(C2=C1)=O tert-Butyl 7-(5-(methoxycarbonyl)pyridin-3-yl)-1-oxospiro[isochroman-3,4'-piperidine]-1'-carboxylate